C(CCCCCCC\C=C/C\C=C/CCCCC)C1(N(CCN(C1)C)C1OCCO1)CCCCCCCC\C=C/C\C=C/CCCCC 2,2-dilinoleyl-4-N-methylpiperazinyl-[1,3]-dioxolane